ClC1=C(C=CC=C1)N1CCN(C2=CC=CC=C12)C(C(C)N1CCN(CC1)C)=O 1-(4-(2-chlorophenyl)-3,4-dihydroquinoxaline-1(2H)-yl)-2-(4-methylpiperazin-1-yl)propan-1-one